O=C1N[C@H]2[C@@H](N1)CSC2CCCCC(=O)NN 5-((3aS,6aR)-2-oxo-hexahydro-1H-thieno[3,4-d]imidazol-4-yl)pentanehydrazide